1,3-bis-(1-isocyanato-1-methylethyl)benzene N(=C=O)C(C)(C)C1=CC(=CC=C1)C(C)(N=C=O)C